(6S)-6-methyl-5-[4-(pyridin-4-yl)-3-(trifluoromethyl)phenyl]-3,6-dihydro-2H-1,3,4-oxadiazin-2-one C[C@H]1C(=NNC(O1)=O)C1=CC(=C(C=C1)C1=CC=NC=C1)C(F)(F)F